(S)-2-Cyclopropyl-5-(4'-difluoromethyl-2'-methoxy-3,4,5,6-tetrahydro-2H-[1,3']bipyridinyl-4-yl)-4-methyl-7-(2-trifluoromethyl-benzyl)-2,4,5,7-tetrahydro-pyrazolo[3,4-d]pyrimidin-6-on C1(CC1)N1N=C2N(C(N([C@H](C2=C1)C)C1CCN(CC1)C=1C(=NC=CC1C(F)F)OC)=O)CC1=C(C=CC=C1)C(F)(F)F